CO[C@@H]1CN(CC1)C(CNC(=O)C1=CC2=C(N(C(=N2)NC=2SC3=C(N2)C=CC(=C3)Cl)C)C=C1)=O 2-(6-Chloro-benzothiazol-2-ylamino)-1-methyl-1H-benzoimidazole-5-carboxylic acid [2-((S)-3-methoxy-pyrrolidin-1-yl)-2-oxo-ethyl]-amide